OC1=CC=C(C=C1)OC(C=C)=O.N1C=NC2=C1C=CC(=C2)N2C([C@@H]([C@@H]2C2=C(C=C(C=C2F)C2=NC=CN=C2)F)C2CC2)=O (3R,4R)-1-(1H-benzo[d]imidazol-5-yl)-3-cyclopropyl-4-(2,6-difluoro-4-(pyrazin-2-yl)phenyl)azetidin-2-one 4-hydroxyphenylacrylate